FC(C1=NC2=C(C=CC=C2C(=C1)OC1=C(C=C(C=C1)[N+](=O)[O-])C)F)F 2-(difluoromethyl)-8-fluoro-4-(2-methyl-4-nitrophenoxy)quinoline